1-(3,5-dichloro-4-(1,1,2,2-tetrafluoroethoxy)phenyl)-3-(2,6-difluorobenzoyl)urea ClC=1C=C(C=C(C1OC(C(F)F)(F)F)Cl)NC(=O)NC(C1=C(C=CC=C1F)F)=O